cerium dimethyl silicate, cerium salt [Ce+3].[Si](OC)(OC)([O-])[O-].[Ce+3].CO[Si](OC)([O-])[O-].CO[Si](OC)([O-])[O-]